(E)-3-[4-[4-[(2Z)-1-Hydroxy-2-hydroxyiminohexyl]phenyl]sulfanylphenyl]-1-(2-methoxyphenyl)prop-2-en-1-one OC(\C(\CCCC)=N/O)C1=CC=C(C=C1)SC1=CC=C(C=C1)/C=C/C(=O)C1=C(C=CC=C1)OC